N-(tert-butyl)-P-(4-(5-(chlorodifluoromethyl)-1,2,4-oxadiazol-3-yl)-2-fluorobenzyl)-P-methylphosphinic amide C(C)(C)(C)NP(=O)(C)CC1=C(C=C(C=C1)C1=NOC(=N1)C(F)(F)Cl)F